COC1=CC=C2C(C=C(OC2=C1C1=CC=NN1C)C1=CC=CC=C1)=O 7-Methoxy-8-(1-methyl-1H-pyrazol-5-yl)-2-phenyl-4H-chromen-4-one